tert-butyl (8aS)-5-bromo-6-chloro-8a,9,11,12-tetrahydropyrazino[2',1':3,4][1,4]oxazepino[5,6,7-de]quinazoline-10(8H)-carboxylate BrC=1C(=C2C3=C(N=CN=C3C1)N1[C@H](CO2)CN(CC1)C(=O)OC(C)(C)C)Cl